N,N-Dimethylmethacrylamide CC(=C)C(=O)N(C)C